((4r,5s,7r,8r,9s,10r)-8,10-dihydroxy-7-(hydroxymethyl)-9-(4-(3,4,5-trifluorophenyl)-1H-1,2,3-triazol-1-yl)-1,6-dioxaspiro[4.5]dec-4-yl)-3-fluoroquinoline-5-carboxamide O[C@H]1[C@H](O[C@@]2([C@H](CCO2)C2=NC=3C=CC=C(C3C=C2F)C(=O)N)[C@@H]([C@H]1N1N=NC(=C1)C1=CC(=C(C(=C1)F)F)F)O)CO